4-bromo-indan-1-one oxime BrC1=C2CCC(C2=CC=C1)=NO